2,4-Tetradecadienal C(C=CC=CCCCCCCCCC)=O